N-((2-(cyclopropanesulfonamido)thiazol-4-yl)methyl)-4-(6-isopropoxypyrazin-2-yl)benzamide C1(CC1)S(=O)(=O)NC=1SC=C(N1)CNC(C1=CC=C(C=C1)C1=NC(=CN=C1)OC(C)C)=O